C1=CC=C(C=C1)OC2=CC3=C(C=C2)C4=NC5=NC(=NC6=C7C=C(C=CC7=C(N6)N=C8C9=C(C=CC(=C9)OC1=CC=CC=C1)C(=N8)N=C3N4)OC1=CC=CC=C1)C1=C5C=C(C=C1)OC1=CC=CC=C1 2,9,16,23-tetraphenoxy-29H,31H-phthalocyanine